10-chloro-7-((2-isopropylphenyl)amino)-9-(5-methyl-1H-indazol-4-yl)-6-oxo-3,4,12,12a-tetrahydro-6H-benzo[f]pyrazino[2,1-c][1,4]oxazepin-2(1H)-carboxylic acid tert-butyl ester C(C)(C)(C)OC(=O)N1CC2COC3=C(C(N2CC1)=O)C(=CC(=C3Cl)C3=C1C=NNC1=CC=C3C)NC3=C(C=CC=C3)C(C)C